C(C)OC(=O)C1(CC1)C(=O)O 1-(ethoxycarbonyl)cyclopropane-1-carboxylic acid